4-chloro-1,6-naphthyridine ClC1=CC=NC2=CC=NC=C12